C(C)S(=O)(=O)N1CCN(CC1)C1=CC=C(C=N1)NC1=NC=CC(=N1)C1=CN=C2N1C=C(C=C2)C2=CC=CC=C2 N-(6-(4-(Ethylsulfonyl)piperazin-1-yl)pyridin-3-yl)-4-(6-phenylimidazo[1,2-a]pyridin-3-yl)pyrimidin-2-amine